8,8'-((2-(hydroxy-methyl)cycloprop-yl)azanediyl)bis-(N,N-didecyloctan-amide) OCC1C(C1)N(CCCCCCCC(=O)N(CCCCCCCCCC)CCCCCCCCCC)CCCCCCCC(=O)N(CCCCCCCCCC)CCCCCCCCCC